C1(=CC=CC2=CC=CC=C12)CCN1CC(CCC1)C1=NN(C(N1)=O)C=1C=CC=C2C=CC(NC12)=O 8-(3-(1-(2-(naphthalen-1-yl)ethyl)piperidin-3-yl)-5-oxo-4,5-dihydro-1H-1,2,4-triazol-1-yl)quinolin-2(1H)-one